N[C@]1(CCOC2=C(N=CC=C21)Cl)CO (S)-(4-amino-8-chloro-3,4-dihydro-2H-pyrano[2,3-c]pyridin-4-yl)methanol